3-(benzyloxy)-1-(2-(3,4-difluorophenyl)-2-oxoethyl)-2-methylpyridin-4(1H)-one C(C1=CC=CC=C1)OC1=C(N(C=CC1=O)CC(=O)C1=CC(=C(C=C1)F)F)C